C(CC1=CC=CC=C1)NC1CC(N(C1)C(=O)[O-])C(=O)[O-] 4-(phenethyl amino)pyrrolidine-1,2-dicarboxylate